N-methylglycinate CNCC(=O)[O-]